ClC1=C2C(=NC=C1)NC(=C2)C2CC2 4-Chloro-2-cyclopropyl-1H-pyrrolo[2,3-b]pyridine